tert-butyl 3-benzyl-6-(difluoromethyl)-6-hydroxy-3,8-diazabicyclo[3.2.1]octane-8-carboxylate C(C1=CC=CC=C1)N1CC2CC(C(C1)N2C(=O)OC(C)(C)C)(O)C(F)F